3-(4-[2,6-difluoro-4-({[(3-fluorooxetan-3-yl)methyl]carbamoyl}amino)phenoxy]-1-{[2-(trimethylsilyl)ethoxy]methyl}-1H-pyrrolo[2,3-b]pyridin-3-yl)-5-fluoro-N,N-dimethylbenzamide FC1=C(OC2=C3C(=NC=C2)N(C=C3C=3C=C(C(=O)N(C)C)C=C(C3)F)COCC[Si](C)(C)C)C(=CC(=C1)NC(NCC1(COC1)F)=O)F